2-(2,6-dioxopiperidin-3-yl)-1-oxo-3H-isoindole O=C1NC(CCC1N1C(C2=CC=CC=C2C1)=O)=O